C(C=C)(=O)OCCCCOC1=CC=2C(C3=CC=CC=C3SC2C(=C1)O[Si](OC)(OC)OC)=O 2-(acryloyloxy-1-butoxy)-4-((trimethoxy)silyloxy)thioxanthone